FC(C1COC12CCC(CC2)NC([O-])=O)(F)F (3-(trifluoromethyl)-1-oxaspiro[3.5]nonan-7-yl)carbamate